4-cyclopropyl-3-(imidazo[1,5-a]pyridin-6-yl)-N-(2-(trifluoromethyl)pyridin-4-yl)isothiazole-5-carboxamide C1(CC1)C=1C(=NSC1C(=O)NC1=CC(=NC=C1)C(F)(F)F)C=1C=CC=2N(C1)C=NC2